tert-butyl N-((2-bromo-5-(bromomethyl)phenyl)methyl)-N-(5-((tert-butyl(dimethyl)silyl)oxymethyl)-3-pyridinyl)carbamate BrC1=C(C=C(C=C1)CBr)CN(C(OC(C)(C)C)=O)C=1C=NC=C(C1)CO[Si](C)(C)C(C)(C)C